(E)-N-(3-(dimethylamino)propyl)-4-(4-(4-(3-methoxystyryl)benzamido)-1-methyl-1H-pyrrole-2-carboxamido)-1-methyl-1H-pyrrole-2-carboxamide CN(CCCNC(=O)C=1N(C=C(C1)NC(=O)C=1N(C=C(C1)NC(C1=CC=C(C=C1)\C=C\C1=CC(=CC=C1)OC)=O)C)C)C